CN1N=NC2=C1C=CC(=C2C)C(CC(=O)OCC)C=2C=C(C1=C(C=CS1)C2)CN2C[C@H](OC1=C(C2)N=CC(=C1)O)CC ethyl 3-(1,4-dimethyl-1H-benzotriazol-5-yl)-3-(7-{[(2R)-2-ethyl-8-hydroxy-2,3-dihydropyrido[2,3-f][1,4]oxazepin-4(5H)-yl]methyl}-1-benzothiophen-5-yl)propanoate